N-(2-(2-(2-(((1H-benzo[d][1,2,3]triazol-1-yl)methyl)amino)-1-hydroxy-2-oxoethyl)pyrrolidin-1-yl)-2-oxoethyl)-6-(3-(piperidin-1-yl)propoxy)quinoline-4-carboxamide N1(N=NC2=C1C=CC=C2)CNC(C(O)C2N(CCC2)C(CNC(=O)C2=CC=NC1=CC=C(C=C21)OCCCN2CCCCC2)=O)=O